NC1=NC=CC2=C(C=CC=C12)C=1C=C2C(=NN(C2=CC1)C1CN(C1)CCO)COC1=C(C=CC=C1)CC(=O)O 2-(2-((5-(1-aminoisoquinolin-5-yl)-1-(1-(2-hydroxyethyl)azetidin-3-yl)-1H-indazol-3-yl)methoxy)phenyl)acetic acid